BrC1=CC=C(C=C1)N1CCN(CC1)C1=CC=C(C=C1)N1C(NN=C1)=O 4-(4-(4-(4-bromophenyl)piperazin-1-yl)phenyl)-2,4-dihydro-3H-1,2,4-triazol-3-one